[Br-].C(=O)(O)CCC1=C(C=CC=C1)P(C1=CC=CC=C1)C1=CC=CC=C1 2-Carboxyethyl-triphenylphosphine bromide